NC1=NC=2C=C(C=CC2C2=C1N=C(N2CC(C)(O)C)COCC)CC=2SC(=CC2)CN 1-(4-Amino-7-((5-(aminomethyl)thiophen-2-yl)methyl)-2-(ethoxymethyl)-1H-imidazo[4,5-c]quinolin-1-yl)-2-methylpropan-2-ol